CC1(CNC1)OC1=C(C(=CC=C1F)F)F 3-methyl-3-(2,3,6-trifluorophenoxy)azetidine